BrC1=CN=C(C(=N1)C(C=C(CC)O)=O)NCC1=CC=C(C=C1)OC 1-(6-bromo-3-((4-methoxybenzyl)amino)pyrazin-2-yl)-3-hydroxypent-2-en-1-one